BrC1=CC=CC(=N1)C1N(CCC(C1)C=O)C (6-Bromo-2-pyridyl-1-methyl-4-piperidyl)methanon